4-(azetidin-3-yl)morpholine TFA salt OC(=O)C(F)(F)F.N1CC(C1)N1CCOCC1